C(C)(C)(C)C1=CC=C(OP(=O)(OC2=C(C(=C(C(=C2F)F)F)F)F)N[C@@H](C)C(=O)OCC(CC)(C)C)C=C1 2,2-dimethylbutyl ((4-(tert-butyl)phenoxy) (perfluorophenoxy)phosphoryl)-L-alaninate